BrCC1CCC(N1)=O (+)-5-bromomethyl-2-pyrrolidone